2-hexyloctyl 3-ethyl-6-(2-(octanoyloxy) ethyl)-11-octyl-10-oxo-9-oxa-3,6,11-triazaheneicosane-21-carboxylate C(C)N(CC)CCN(CCOC(N(CCCCCCCCCCC(=O)OCC(CCCCCC)CCCCCC)CCCCCCCC)=O)CCOC(CCCCCCC)=O